C(#N)C(C)(C)C=1C=C(C(=O)O)C=C(C1)OC(F)(F)F 3-(1-cyano-1-methyl-ethyl)-5-(trifluoromethoxy)benzoic acid